C(C)OCCNCCCN1CCOCC1 N-(2-ethoxyethyl)-3-morpholinopropan-1-amine